C1(=CC=CC=C1)S(=O)(=O)C1(CC1)C(=O)O 1-(benzenesulfonyl)cyclopropanecarboxylic acid